N=1N=CN2C=CC=CC12 1,2-diazaindolizine